6-bromo-1-cyclopropyl-5-fluoro-3-methyl-1λ6-benzo[2,1-e][1,2]thiazin-1-one BrC1=C(C=2C=C(N=S(C2C=C1)(=O)C1CC1)C)F